Vinyl-triethoxysilan C(=C)[Si](OCC)(OCC)OCC